4-(5-bromopyrazin-2-yl)-1H-1,2,4-triazol-5-one BrC=1N=CC(=NC1)N1C=NNC1=O